2-(4-bromo-2-fluoro-6-methylphenoxy)acetic acid methyl ester COC(COC1=C(C=C(C=C1C)Br)F)=O